C(C)(=O)C=1NCCC1 2-Acetyl-pyrroline